CN(CCS(=O)(=O)C(CCC1=CC=C(C=C1)C1=C(C=CC(=C1)C)C(=C)C)CC)C 3-((2-(dimethylamino)ethyl)sulfonyl)-5'-methyl-4-pentyl-2'-(prop-1-en-2-yl)-[1,1'-biphenyl]